benzeneal C1(=CC=CC=C1)C=O